BrN1C(=CC=2C1=NC(=CC2)Cl)C bromo-6-chloro-2-methyl-1H-pyrrolo[2,3-B]pyridine